(1s*,3s*)-methyl 3-(2-(1,3-dioxoisoindolin-2-yl)ethyl)cyclobutanecarboxylate O=C1N(C(C2=CC=CC=C12)=O)CCC1CC(C1)C(=O)OC